C(CCCCCCCC(=O)OCC=CCCCCCC)(=O)OCC(COC(CCCC(=O)OC(CCCCCCCC)CCCCCCCC)=O)CO (Z)-1-(3-((5-(heptadecan-9-yloxy)-5-oxopentanoyl)oxy)-2-(hydroxymethyl)propyl) 9-(non-2-en-1-yl) nonanedioate